2-bromo-1,3-dimethyl-5-prop-1-ynylbenzene BrC1=C(C=C(C=C1C)C#CC)C